3-((6-(acrylamidomethyl)-4-(4-(trifluoromethyl)phenyl)-4,5,6,7-tetrahydro-2H-pyrazolo[4,3-b]pyridin-2-yl)methyl)benzamide C(C=C)(=O)NCC1CC=2C(N(C1)C1=CC=C(C=C1)C(F)(F)F)=CN(N2)CC=2C=C(C(=O)N)C=CC2